ClC1=C2C(N(C(=NC2=CC=C1)[C@H](C1CC1)NC1=NC=NC2=CC=C(C=C12)C#N)C1=CC=CC=C1)=O (S)-4-(((5-chloro-4-oxo-3-phenyl-3,4-dihydroquinazolin-2-yl)(cyclopropyl)methyl)amino)quinazoline-6-carbonitrile